CC=1N=C(SC1C(=O)N)C1=NC=CC=N1 methyl-2-(pyrimidin-2-yl)thiazole-5-carboxamide